C1(CCCCC1)[C@H](CC(=O)O)N(C)C(=O)OCC1C2=CC=CC=C2C=2C=CC=CC12 (3S)-3-cyclohexyl-3-[9H-fluoren-9-ylmethoxycarbonyl-(methyl)amino]propionic acid